C\C(=C/CC1=C(C=C(C=C1OC)CCCCC)OC)\CCC=C(C)C (E)-2-(3,7-dimethylocta-2,6-dien-1-yl)-1,3-dimethoxy-5-pentylbenzene